P(=O)(O)(O)O[C@@H]1[C@H](O)[C@@H](O)[C@H](O)[C@H](O1)COP(=O)(O)O alpha-glucose 1,6-diphosphate